NC1=NC=CC2=CC=C(C=C12)C1=CC=C2CC[C@H](C2=C1)OC1=C(C=CC(=C1)C)CC(=O)O (R)-2-(2-((6-(1-aminoisoquinolin-7-yl)-2,3-dihydro-1H-inden-1-yl)oxy)-4-methylphenyl)acetic acid